N-{[1,1'-biphenyl]-4-yl}-6,8-di-tert-butyl-N-(9,9-dimethyl-9H-fluoren-2-yl)-9,9-diphenyl-9H-fluoren-4-amine C1(=CC=C(C=C1)N(C1=CC=CC=2C(C3=C(C=C(C=C3C12)C(C)(C)C)C(C)(C)C)(C1=CC=CC=C1)C1=CC=CC=C1)C1=CC=2C(C3=CC=CC=C3C2C=C1)(C)C)C1=CC=CC=C1